FC1=CC=C(C=C1)C1=NN2C(NC[C@H](C2)CO)=C1C=1C=CC(N(N1)C1=C(C=CC=C1)C)=O 6-[(6R)-2-(4-fluorophenyl)-6-(hydroxymethyl)-4,5,6,7-tetrahydropyrazolo[1,5-a]pyrimidin-3-yl]-2-(2-methylphenyl)pyridazin-3-one